5-methoxy-3-methyl-indolin-2-one COC=1C=C2C(C(NC2=CC1)=O)C